6-(Cyclopropanecarboxamido)-4-((3-(1-cyclopropyl-1H-1,2,4-triazol-5-yl)-5-fluoro-2-methoxyphenyl)amino)-N-(methyl-d3)pyridazine-3-carboxamide C1(CC1)C(=O)NC1=CC(=C(N=N1)C(=O)NC([2H])([2H])[2H])NC1=C(C(=CC(=C1)F)C1=NC=NN1C1CC1)OC